(2R,6S)-6-isopropyl-2,4-dimethylcyclohex-3-en-1-one C(C)(C)[C@@H]1CC(=C[C@H](C1=O)C)C